3-(3-(benzothiophen-2-yl)acryloyl)-4-phenyloxazolidin-2-one S1C(=CC2=C1C=CC=C2)C=CC(=O)N2C(OCC2C2=CC=CC=C2)=O